3-((3-(N-Boc-amino)propyl)amino)aniline C(=O)(OC(C)(C)C)NCCCNC=1C=C(N)C=CC1